1,2,3,5,6,7-hexahydropyrrolo[3,4-f]isoindol-1,3,5,7-tetraone C1(NC(C=2C1=CC=1C(NC(C1C2)=O)=O)=O)=O